ClC=1C(=C(C=CC1Cl)NC1=NC=NC2=CC(=C(C=C12)OC1CC(C1)N(C#N)C)OC)F N-(3-((4-((3,4-dichloro-2-fluorophenyl)amino)-7-methoxy-quinazolin-6-yl)oxy)cyclobutyl)-N-methylcyanamide